Tert-butyl 4-(7-[[2-fluoro-4-(pyrazol-1-yl)phenyl]amino]-1,6-naphthyridin-2-ylsulfinyl)piperidine-1-carboxylate FC1=C(C=CC(=C1)N1N=CC=C1)NC1=NC=C2C=CC(=NC2=C1)S(=O)C1CCN(CC1)C(=O)OC(C)(C)C